NC1=CC=C(C(=N1)C1=C(C=C2C(=NC=NC2=C1)N1C[C@@H](N(CC1)C(C(=C)F)=O)C#N)Cl)C(F)(F)F (R)-4-(7-(6-amino-3-(trifluoromethyl)pyridin-2-yl)-6-chloroquinazolin-4-yl)-1-(2-fluoroacryloyl)piperazine-2-carbonitrile